5-chloro-3-(9-hydroxynonyl)-N-(4-(piperidin-1-yl)phenethyl)-1H-indole-2-carboxamide ClC=1C=C2C(=C(NC2=CC1)C(=O)NCCC1=CC=C(C=C1)N1CCCCC1)CCCCCCCCCO